para-pyridineboronic acid N1=CC=C(C=C1)B(O)O